diethyl-p-PHENYLENEDIAMINE CCN(CC)C1=CC=C(C=C1)N